N,N-diethyllevulinic acid amide C(C)N(C(CCC(=O)C)=O)CC